((+)-methylphenyl)glycine CC1=C(C=CC=C1)NCC(=O)O